tert-butyl (2S)-4-(2'-chloro-5',8'-dihydro-6'H-spiro[isothiochromane-4,7'-quinazolin]-4'-yl)-2-(cyanomethyl)piperazine-1-carboxylate ClC1=NC=2CC3(CCC2C(=N1)N1C[C@@H](N(CC1)C(=O)OC(C)(C)C)CC#N)CSCC1=CC=CC=C13